[Cl-].[Cl-].C1C(=CC2=CC=CC=C12)C(CC)(CC)C1(C=CC=C1)[Zr+2]C1(C=CC=C1)C(CC)(CC)C=1CC2=CC=CC=C2C1 Bis((3-(2-indenyl)pentan-3-yl)cyclopentadienyl)zirconium Dichloride